C(C)N(CCNN)CC N-(2-(diethylamino)ethyl)hydrazine